ClC1=CC=C(C=C1)N1CC=2C(=NN(C(C2CC1)=O)C)NC(CN(C)C)C 6-(4-chlorophenyl)-4-((1-(dimethylamino)propan-2-yl)amino)-2-methyl-5,6,7,8-tetrahydropyrido[3,4-d]pyridazin-1(2H)-one